4-methylbenzeneselenic acid CC1=CC=C(C=C1)C(O)=[Se]